ClC=1C(=C(C=CC1)NC1=NC=NC2=CC=C(C=C12)[C@@]1(CN(CC1)C(=O)OC(C)(C)C)F)F tert-Butyl (S)-3-(4-((3-chloro-2-fluorophenyl)amino)quinazolin-6-yl)-3-fluoropyrrolidine-1-carboxylate